(2-{4-[(sulfamoyl)amino]hexahydropyridin-1-yl}-5-fluorophenyl)-8-(2-fluoro-6-methylphenyl)imidazo[3,2-a]pyrazine-6-carboxamide S(N)(=O)(=O)NC1CCN(CC1)C1=C(C=C(C=C1)F)C1=CN2C(C(=NC(=C2)C(=O)N)C2=C(C=CC=C2C)F)=N1